Cl.N[C@@H]1C[C@H](C1)C#N trans-3-aminocyclobutane-1-carbonitrile hydrochloride